C(C)OC(C1=CC(=C(C(=C1)OC1=CC=CC=C1)OC1=CC=CC=C1)OC1=CC=CC=C1)=O 3,4,5-triphenoxybenzoic acid ethyl ester